toluene imidazole-maleate N1C(=NC=C1)/C(=C/C(=O)O)/C(=O)O.CC1=CC=CC=C1